ClC1=C2C(=CNC2=C(C=C1F)Cl)I 4,7-dichloro-5-fluoro-3-iodo-1H-indole